(1S,4S,5R)-5-[[5-cyclopropyl-3-(2,6-dichlorophenyl)-1,2-oxazol-4-yl]methoxy-2-azabicyclo[2.2.1]heptan-2-yl]-3-fluorobenzoic acid C1(CC1)C1=C(C(=NO1)C1=C(C=CC=C1Cl)Cl)CO[C@@]12N(C[C@@H](CC1)C2)C=2C=C(C=C(C(=O)O)C2)F